benzyl (1-(fluoromethyl)-2-oxabicyclo[2.1.1]hexan-4-yl)carbamate FCC12OCC(C1)(C2)NC(OCC2=CC=CC=C2)=O